C1CCN2CCC[C@@H]([C@H]12)NC=1OC=2C(=NC(=CC2)C2=C(C=C(C#N)C=C2C)O)N1 4-[2-[[(8S,8aS)-1,2,3,5,6,7,8,8a-octahydroindolizin-8-yl]amino]oxazolo[4,5-b]pyridin-5-yl]-3-hydroxy-5-methyl-benzonitrile